7-(1-hydroxyethyl)-2-methyl-4H-chromen-4-one OC(C)C1=CC=C2C(C=C(OC2=C1)C)=O